N1(CCCCC1)C1CCN(CC1)C([C@@H](CC=1C=C2C=NNC2=C(C1)C)NC(=O)N1CCC(CC1)C1=CC2=C(NC1=O)SCCC2)=O (R)-N-(1-([1,4'-bipiperidinyl]-1'-yl)-3-(7-methyl-1H-indazol-5-yl)-1-oxopropan-2-yl)-4-(7-oxo-3,4,7,8-tetrahydro-2H-thiopyrano[2,3-b]pyridin-6-yl)piperidine-1-carboxamide